1-(3,3-difluoro-4-((2-(3-((2-methoxy-4-(methylsulfonyl)phenyl)amino)prop-1-yn-1-yl)-1-(2,2,2-trifluoroethyl)-1H-indol-4-yl)amino)piperidin-1-yl)-3-methoxypropan-2-ol FC1(CN(CCC1NC1=C2C=C(N(C2=CC=C1)CC(F)(F)F)C#CCNC1=C(C=C(C=C1)S(=O)(=O)C)OC)CC(COC)O)F